D-α-carboxy-N-t-butoxycarbonyl-aspartic acid monomethyl ester COC([C@@](NC(=O)OC(C)(C)C)(CC(=O)O)C(=O)O)=O